methyl N-(tert-butoxycarbonyl)-3-[(3S)-2-oxo(5,5-2H2)pyrrolidin-3-yl]-L-alaninate C(C)(C)(C)OC(=O)N[C@@H](C[C@H]1C(NC(C1)([2H])[2H])=O)C(=O)OC